1-hydroxyl-methyl-naphthalene OC1=C(C=CC2=CC=CC=C12)C